FC1(C2CNCC12)F 6,6-difluoro-3-azabicyclo[3.1.0]hexane